CN(C=1SC=2C(=NC=CN2)N1)C1CC(NC(C1)(C)C)(C)C 2-[methyl(2,2,6,6-tetramethylpiperidin-4-yl)amino][1,3]thiazolo[4,5-b]pyrazin